ClC1=NC=C(C=C1C(=O)Cl)C(F)(F)F 2-chloro-5-(trifluoromethyl)pyridine-3-carbonyl chloride